ClC=1C=CC=C2C=C(C=C(C12)C1=C(C=2N=C(N=C(C2C=N1)N1S(CCC12CNCCC2)(=O)=O)OC[C@]21CCCN1C[C@@H](C2)F)F)O (7-(8-chloro-3-hydroxynaphthalen-1-yl)-8-fluoro-2-(((2R,7aS)-2-fluorohexahydro-1H-pyrrolizin-7a-yl)methoxy)pyrido[4,3-d]pyrimidin-4-yl)-2-thia-1,7-diazaspiro[4.5]decane 2,2-dioxide